ClC1=C(CN[C@H](CCOC2CC(C2)CCC2=NC=3NCCCC3C=C2)C(=O)O)C(=CN=C1)CC N-(3-chloro-5-ethylisonicotinyl)-O-((1R,3R)-3-(2-(5,6,7,8-tetrahydro-1,8-naphthyridin-2-yl)ethyl)cyclobutyl)-D-homoserine